N1(N=CC=C1)C1CN(CC1\C=C\C1=CC=C(C=C1)C(F)(F)F)C(C=C)=O (E)-1-(3-(1H-pyrazol-1-yl)-4-(4-(trifluoromethyl)styryl)pyrrolidin-1-yl)prop-2-en-1-one